(3-hydroxy-6-(2-isopropoxyphenyl)pyrazine-2-carbonyl)glycine OC=1C(=NC(=CN1)C1=C(C=CC=C1)OC(C)C)C(=O)NCC(=O)O